N-((5-bromothien-2-yl)sulfonyl)-2-chloro-4-(1-cyanocyclopropyl)-6-hydroxybenzamide BrC1=CC=C(S1)S(=O)(=O)NC(C1=C(C=C(C=C1O)C1(CC1)C#N)Cl)=O